C1=CC=C(C=2SC3=C(C21)C=CC=C3)NC3=CC=CC=C3 N-(dibenzothiophen-4-yl)-N-phenyl-amine